(4-(5,6-diphenylpyrazin-2-yl)piperazin-1-yl)(thiophen-2-yl)methane C1(=CC=CC=C1)C=1N=CC(=NC1C1=CC=CC=C1)N1CCN(CC1)CC=1SC=CC1